3-(3-(1H-indol-3-yl)pyrrolidin-1-yl)-N'-(pyridin-2-yl)propionylhydrazine N1C=C(C2=CC=CC=C12)C1CN(CC1)C(CC(=O)NN)C1=NC=CC=C1